ClC1=CC2=C(N(C=N2)[C@H]2[C@H](O)[C@H](O)[C@H](O2)CO)C=C1Cl 5,6-dichloro-1-β-D-ribofuranosyl-benzimidazole